C([O-])([O-])=O.[K+].FCN1C=2N(C=CC1=O)C(C(=C(N2)C(F)(F)F)C=2C=NN(C2)CC(C(F)(F)F)(F)F)=O.[K+] 1-(Fluoromethyl)-7-[1-(2,2,3,3,3-pentafluoropropyl)-1H-pyrazol-4-yl]-8-(trifluoromethyl)-1H,2H,6H-[1,3]diazino[1,2-a]pyrimidine-2,6-dione Potassium carbonate